(E)-6-((4-((tert-butoxycarbonyl)amino)but-2-en-1-yl)amino)-5-nitronicotinic acid C(C)(C)(C)OC(=O)NC/C=C/CNC1=NC=C(C(=O)O)C=C1[N+](=O)[O-]